ClC1=C(C(=CC(=N1)N(CC1=CC=C(C=C1)OC)CC1=CC=C(C=C1)OC)C1CC1)C(F)(F)F 6-chloro-4-cyclopropyl-N,N-bis[(4-methoxyphenyl)methyl]5-(trifluoromethyl)pyridin-2-amine